BrC=1C=C2C(=CN1)N(N=C2I)CC(=O)OC(C)(C)C tert-Butyl 2-(5-bromo-3-iodo-1H-pyrazolo[3,4-c]pyridin-1-yl)acetate